FC1(C(N(C2=C(O1)C=C(C(=C2)C2=C(C(=C(C(=C2F)F)OC)F)F)F)CC(=O)O)=O)F 2-(2,2,7-trifluoro-3-oxo-6-(2,3,5,6-tetrafluoro-4-methoxyphenyl)-2,3-dihydro-4H-benzo[b][1,4]oxazin-4-yl)acetic acid